N'-Bocthiourea C(=O)(OC(C)(C)C)NC(N)=S